C(C)(C)(C)NC=C1C(OC2=CC=CC=C2C1=O)C1=C(NC2=CC=C(C=C12)OC)C 3-((tert-butylamino)methylene)-2-(5-methoxy-2-methyl-1H-indol-3-yl)chroman-4-one